C(C)OC(=O)C=1N(C2=CC=C(C=C2C1)[N+](=O)[O-])CCOC 1-(2-Methoxyethyl)-5-nitro-1H-indole-2-carboxylic acid ethyl ester